[N+](=O)([O-])C1=NC(NC=C1)=O nitro-pyrimidinone